ClC1=CC(=C(OC=2C=C(C=C(C2)C)C=2C3=C(C(N(C2)C)=O)NC(=C3)C(=O)NC3CCCCC3)C(=C1)C)C 4-(3-(4-chloro-2,6-dimethylphenoxy)-5-methylphenyl)-N-cyclohexyl-6-methyl-7-oxo-6,7-dihydro-1H-pyrrolo[2,3-c]pyridine-2-carboxamide